Saccharine Dihydrate O.O.S1(=O)(=O)NC(=O)C2=CC=CC=C12